NC[C@@H]1[C@@H](CNCC1)O (3S,4R)-4-(aminomethyl)-3-hydroxypiperidine